4-chloro-2-(methoxymethyl)-1-methyl-5-nitro-1H-benzo[d]imidazole ClC1=C(C=CC=2N(C(=NC21)COC)C)[N+](=O)[O-]